(1r,3s)-3-(Cyanomethyl)cyclobutyl (8-amino-7-fluoro-6-(8-methyl-2,3-dihydro-1H-pyrido[2,3-b][1,4]oxazin-7-yl)isoquinolin-3-yl)carbamate NC=1C(=C(C=C2C=C(N=CC12)NC(OC1CC(C1)CC#N)=O)C1=C(C2=C(OCCN2)N=C1)C)F